5-(2-phenylpyrrolidin-1-yl)-1H-benzo[d]imidazole C1(=CC=CC=C1)C1N(CCC1)C1=CC2=C(NC=N2)C=C1